BrC1=CC=C2C=CC(=NC2=C1)N(N)C 1-(7-bromo-2-quinolinyl)-1-methylhydrazine